C12CN(CC(O1)C2)S(=O)(=O)C2=CC1=C(N=C(N=C1N[C@H](C)C1=C(C(=CC=C1)C(F)F)F)C)C=N2 6-((6-oxa-3-azabicyclo[3.1.1]heptan-3-yl)sulfonyl)-N-((R)-1-(3-(difluoromethyl)-2-fluorophenyl)ethyl)-2-methylpyrido[3,4-d]pyrimidin-4-amine